N-((1S,4s)-4-((((R)-2-(3-Fluorophenyl)-2-hydroxyethyl)amino)-methyl)cyclohexyl)acetamide FC=1C=C(C=CC1)[C@H](CNCC1CCC(CC1)NC(C)=O)O